BrC=1C=C(C=C(C1)C(C)(C)C)C1=CC=C(C=C1)C(C)(C)C 3-bromo-5,4'-di-tert-butyl-biphenyl